8-nonen-1-ylcyclopentane C(CCCCCCC=C)C1CCCC1